O=C1NC(CCC1N1C(C2=CC=C(C=C2C1=O)N1CC(C1)C#CC=1C=NN(C1)C(C(=O)NC1=C(C=C(C=C1)C(F)(F)F)C1CCOCC1)(C)C)=O)=O 2-(4-((1-(2-(2,6-dioxopiperidin-3-yl)-1,3-dioxoisoindolin-5-yl)azetidin-3-yl)ethynyl)-1H-pyrazol-1-yl)-2-methyl-N-(2-(tetrahydro-2H-pyran-4-yl)-4-(trifluoromethyl)phenyl)propanamide